S1C(=NC2=C1C=CC=C2)NC(=O)C2=C(C=C(C=C1CCN(CC1)C(=O)NCC)C=C2F)F 4-(4-(benzo[d]thiazol-2-ylcarbamoyl)-3,5-difluorobenzylidene)-N-ethylpiperidine-1-carboxamide